7-isopropoxycarbonylamino-4-(ethyl)amino-cyclohepta[7,6-b]indole phosphate P(=O)(O)(O)O.C(C)(C)OC(=O)NC1=CC2=NC3=C(C=CC=C3C2=CC=C1)NCC